Francium methylnaphthalenesulfonic acid CC1=C(C2=CC=CC=C2C=C1)S(=O)(=O)O.[Fr]